The molecule is a 4-pyranone with a 2,3-double bond carrying a hydroxy group at position 3 and a hydroxymethyl group at position 6. It is a deoxyketohexose and an anhydrohexose. It is a conjugate acid of an ascopyrone P(1-). C1[C@H](OC=C(C1=O)O)CO